IC1=CN(C2=NC=C(C=C21)C=2C(=NOC2C)C)C2(COCC2)C 4-(3-iodo-1-(3-methyltetrahydrofuran-3-yl)-1H-pyrrolo[2,3-b]pyridin-5-yl)-3,5-dimethylisoxazole